C1(=CC=CC=2C=CCCC12)C1=CC=CC2=CC=CC=C12 8H-1,1-binaphthyl